NC1=CC=C(C=C1)N1N=C(C2=CN(C=3N=CN=C1C32)COCC[Si](C)(C)C)NC3=CC=C(C=C3)OC3=CC=CC=C3 5-(4-aminophenyl)-N-(4-phenoxyphenyl)-1-((2-(trimethylsilyl)ethoxy)methyl)-1,5-dihydro-1,4,5,6,8-pentaaza-acenaphthylen-3-amine